1-(4-(2-(2-(1-(2-((2-(4-(2-(2-(4-(oleoyloxy)phenyl)acetoxy)ethyl)piperidin-1-yl)ethyl)disulfaneyl)ethyl)piperidin-4-yl)ethoxy)-2-oxoethyl)phenyl) 9-(undecan-3-yl) nonanedioate C(CCCCCCCC(=O)OC(CC)CCCCCCCC)(=O)OC1=CC=C(C=C1)CC(=O)OCCC1CCN(CC1)CCSSCCN1CCC(CC1)CCOC(CC1=CC=C(C=C1)OC(CCCCCCC\C=C/CCCCCCCC)=O)=O